[Cl-].CC=1NC=C[NH+]1 methyl-3-imidazolium chloride